(2R,3S,5R)-3-(3,4-difluoro-2-methoxyphenyl)-N-(3-(N,N-dimethylsulfamoyl)phenyl)-5-methyl-5-(trifluoromethyl)tetrahydrothiophene-2-carboxamide FC=1C(=C(C=CC1F)[C@H]1[C@@H](S[C@](C1)(C(F)(F)F)C)C(=O)NC1=CC(=CC=C1)S(N(C)C)(=O)=O)OC